6-(3-Amino-6-(1-(1-(2-methoxyethyl)piperidin-4-yl)-1H-pyrazol-4-yl)pyrazin-2-yl)-2-(2-fluoro-3,5-dimethoxyphenyl)pyridazin-3(2H)-on NC=1C(=NC(=CN1)C=1C=NN(C1)C1CCN(CC1)CCOC)C=1C=CC(N(N1)C1=C(C(=CC(=C1)OC)OC)F)=O